((1S,6R,7R)-3-(3-(4-chloropyrazolo[1,5-a]pyridin-5-yl)-1H-pyrazolo[3,4-b]pyrazin-6-yl)-7-(2-fluorophenyl)-3-azabicyclo[4.1.0]heptan-7-yl)methanamine ClC=1C=2N(C=CC1C1=NNC3=NC(=CN=C31)N3C[C@@H]1[C@]([C@@H]1CC3)(C3=C(C=CC=C3)F)CN)N=CC2